Benzyl [(3R,6S)-6-(dimethylcarbamoyl)tetrahydro-2H-pyran-3-yl]carbamate CN(C(=O)[C@@H]1CC[C@H](CO1)NC(OCC1=CC=CC=C1)=O)C